S(=O)(=O)(O)O.C(C)C1N(CC1NC)C=1C=2N(C3=C(N1)N=CC(=C3)Br)C=NN2 ethyl-1-(8-bromopyrido[2,3-e][1,2,4]triazolo[4,3-a]pyrazin-4-yl)-N-methylazetidin-3-amine sulfate